tert-butyl 4-[7-({8-fluoro-2-methylimidazo[1,2-a]pyridin-6-yl}carbamoyl)-2-(oxiran-2-ylmethyl)indazol-4-yl]piperazine-1-carboxylate FC=1C=2N(C=C(C1)NC(=O)C1=CC=C(C3=CN(N=C13)CC1OC1)N1CCN(CC1)C(=O)OC(C)(C)C)C=C(N2)C